4-amino-N-((3S)-6-(difluoromethoxy)-2,3-dihydro-1-benzofuran-3-yl)-N-methyl-1,3-dihydrofuro[3,4-c]quinoline-8-carboxamide NC1=NC=2C=CC(=CC2C2=C1COC2)C(=O)N(C)[C@@H]2COC1=C2C=CC(=C1)OC(F)F